ClC=1C=CC=2N(C(N=C(C2N1)N1[C@H](CN([C@@H](C1)CC)C(C)C1=CC=C(C=C1)C(F)(F)F)CC)=O)C 6-Chloro-4-((2S,5R)-2,5-diethyl-4-(1-(4-(trifluoromethyl)phenyl)ethyl)piperazin-1-yl)-1-methylpyrido[3,2-d]pyrimidin-2(1H)-one